BrCC(OC)C1=C(C2=C(OCO2)C=C1)C(CN(C(OC(C)(C)C)=O)C)O tert-butyl 2-(5-(2-bromo-1-methoxyethyl)benzo[d][1,3]dioxol-4-yl)-2-hydroxyethyl(methyl)carbamate